2-(5-amino-2-(furan-2-yl)-7H-pyrazolo[4,3-e][1,2,4]triazolo[1,5-c]pyrimidin-7-yl)-2-phenyl-N-(((S)-tetrahydrofuran-3-yl)methyl)propanamide NC1=NC2=C(C=3N1N=C(N3)C=3OC=CC3)C=NN2C(C(=O)NC[C@H]2COCC2)(C)C2=CC=CC=C2